4-(pyridine-3-yl)thiazole-2-amine N1=CC(=CC=C1)C=1N=C(SC1)N